[NH+]1=CC=CC=C1.N1=CC=CC=C1 Pyridine Pyridinium